COC(=O)C1=C(OC2=C1CCCC2)CC.C(C2=CC=CC=C2)N(C(C(=C)C)=O)C2=C(C=CC=C2)I N-benzyl-N-(2-iodophenyl)methacrylamide methyl-2-ethyl-4,5,6,7-tetrahydro-1-benzofuran-3-carboxylate